β-Keto-N-ethylamphetamine O=CCNC(C)CC1=CC=CC=C1